6-chloro-7-(1-(oxetan-3-yl)piperidin-4-yl)quinazolin-2-amine ClC=1C=C2C=NC(=NC2=CC1C1CCN(CC1)C1COC1)N